CC=1OC(/C(/N1)=C/C1=CC=C(C=C1)C1(CC1)C(F)(F)F)=O (Z)-2-methyl-4-(4-(1-(trifluoromethyl)cyclopropyl)benzylidene)oxazol-5(4H)-one